ClC1=CC(=C(C=2N1C=CN2)C(=O)O)Cl 5,7-dichloroimidazo[1,2-a]pyridine-8-carboxylic acid